FC1(CN(C=2C1=NC=CC2)C(=O)NC2(CC2)C2=CC(=CC=C2)F)F 3,3-difluoro-N-(1-(3-fluorophenyl)cyclopropyl)-2,3-dihydro-1H-pyrrolo[3,2-b]pyridine-1-carboxamide